FC(C1=NNC(=N1)C=1N=C2N(C=CC=N2)C1C=1N=CN(C1)COC(=O)OCCC(=O)OC(C)(C)C)(F)F Tert-butyl 3-((((4-(2-(3-(trifluoromethyl)-1H-1,2,4-triazol-5-yl)imidazo[1,2-a]pyrimidin-3-yl)-1H-imidazol-1-yl)methoxy)carbonyl)oxy)propanoate